F[C@H]1[C@@H](O[C@@H]([C@H]1O)CO)N1C(=O)N=C(N)C=C1 2'-Fluoro-2'-Deoxycytidin